C(C)(C)(C)OC(=O)N1CCC(CC1)C1CCNCC1 4-(4-piperidinyl)piperidine-1-carboxylic acid tert-butyl ester